1,4-bis(t-butylperoxyisopropyl)benzene T-butyl-(1-fluoro-4-hydroxylnaphthalen-2-yl)carbamate C(C)(C)(C)N(C(O)=O)C1=C(C2=CC=CC=C2C(=C1)O)F.C(C)(C)(C)OOC(C)(C)C1=CC=C(C=C1)C(C)(C)OOC(C)(C)C